C1(=CC=CC=C1)N1NC(=CC1C1=CC=C(C=C1)C(C)(C)CC(C)(C)C)C1=CC=C(C=C1)C1=CC=CC=C1 1-phenyl-3-(4-biphenylyl)-5-(4-tert-octylphenyl)pyrazoline